C(C)(C)(C)N1CCN(CC1)C=1C=C(C=CC1Cl)C1=NC(=CC(=C1O)C1=CC(=C(C=C1)N1C(N(C=C1)C)=O)Cl)C 1-[4-[2-[3-(4-tert-butylpiperazin-1-yl)-4-chloro-phenyl]-3-hydroxy-6-methyl-4-pyridyl]-2-chloro-phenyl]-3-methyl-imidazol-2-one